4-azaisoindole C=1NC=C2N=CC=CC12